2-(5-Fluoropyridin-2-yl)-6-(methyl-d3)-4,5,6,7-tetrahydropyrazolo[1,5-a]pyridine-6-carbaldehyde FC=1C=CC(=NC1)C1=NN2C(CCC(C2)(C=O)C([2H])([2H])[2H])=C1